[Si](C)(C)(C(C)(C)C)O[C@H]1[C@@H](N(C[C@H]1O[Si](C)(C)C(C)(C)C)C(=O)OCC1=CC=CC=C1)C(=O)OC 1-benzyl 2-methyl (2R,3S,4R)-3,4-bis((tert-butyldimethylsilyl)oxy)pyrrolidine-1,2-dicarboxylate